F[C@H]1C[C@]2(CC(CN2C1)=C)COC=1N=C(C2=C(N1)C(=C(N=C2)Cl)F)N2CC1CCC(C2)N1C(=O)OC(C)(C)C tert-butyl 3-(2-{[(2S,7aR)-2-fluoro-6-methylidene-tetrahydro-1H-pyrrolizin-7a-yl] methoxy}-7-chloro-8-fluoropyrido[4,3-d]pyrimidin-4-yl)-3,8-diazabicyclo[3.2.1]-octane-8-carboxylate